[2-(3,4-dichlorophenoxymethoxy)ethyl]trimethylsilane ClC=1C=C(OCOCC[Si](C)(C)C)C=CC1Cl